BrC1=NNC(=N1)NCC1=C(C=C(C=C1)N1N=C(C=C1C)C(F)(F)F)F 3-bromo-N-(2-fluoro-4-(5-methyl-3-(trifluoromethyl)-1H-pyrazol-1-yl)benzyl)-1H-1,2,4-triazol-5-amine